hydrazinethiocarboxylic acid O-((tetrahydro-2H-pyran-4-yl) methyl) ester O1CCC(CC1)COC(=S)NN